1-(6-(2-Amino-5-(3-methylpyridin-4-yl)-1H-imidazol-4-yl)-2,3-dihydro-4H-benzo[b][1,4]oxazin-4-yl)ethan-1-one NC=1NC(=C(N1)C1=CC2=C(OCCN2C(C)=O)C=C1)C1=C(C=NC=C1)C